(R)-1-phenylpropane-1-amine C1(=CC=CC=C1)[C@@H](CC)N